COC(C=1C=CC2=C(N=C(O2)C=2C=C(C=CC2)C2=C(C=C(C=C2)F)C2=NN=CN2C)C1)OC 5-(dimethoxymethyl)-2-(4'-fluoro-2'-(4-methyl-4H-1,2,4-triazol-3-yl)-[1,1'-biphenyl]-3-yl)benzo[d]oxazole